[Na+].S(=O)(=O)([O-])CCCOC1=CC=C(C(=O)C2=CC=CC=C2)C=C1 4-(3-sulfopropyloxy)benzophenone sodium salt